COC1=CC=C(CN2C3C=CC(C2=O)C3COC)C=C1 (+)-2-(4-methoxybenzyl)-7-(methoxymethyl)-2-azabicyclo[2.2.1]hept-5-en-3-one